Tert-butyl (S)-(1-(4,4-difluorocyclohexyl)-2-((4-formylpyridin-2-yl)amino)-2-oxo-ethyl)carbamate FC1(CCC(CC1)[C@@H](C(=O)NC1=NC=CC(=C1)C=O)NC(OC(C)(C)C)=O)F